CC=1C=C(C=C(C1OC(C(C)(C)C)=O)C)C1C(OC2=C1C=C(C=C2C(C)(C)C)C(C)(C)C)=O 3-(3,5-dimethyl-4-pivaloyloxyphenyl)-5,7-ditert-butylbenzofuran-2-one